6-methylazauracil CC1=NC(NC(N1)=O)=O